(E)-1-cyclopent-2-en-1-ylpent-3-en-2-one C1(C=CCC1)CC(\C=C\C)=O